(2R,4S)-N-((S)-1-(((1H-pyrrolo[3,2-c]pyridin-2-yl)methyl)amino)-1-oxoprop-2-yl)-4-(3-chloro-4-fluorobenzyl)pyrrolidine-2-carboxamide bistrifluoroacetate FC(C(=O)O)(F)F.FC(C(=O)O)(F)F.N1C(=CC=2C=NC=CC21)CNC([C@H](C)NC(=O)[C@@H]2NC[C@H](C2)CC2=CC(=C(C=C2)F)Cl)=O